ClC1=CC=C(C=C1)C1=NN2C(CN(CC2)C(=O)OC(C)(C)C)=C1C1=CC=NC=C1 tert-butyl 2-(4-chlorophenyl)-3-(pyridin-4-yl)-6,7-dihydropyrazolo[1,5-a]pyrazine-5(4H)-carboxylate